3-((3-((2-fluorobenzyl)amino)-1,1-dioxido-4H-benzo[e][1,2,4]thiadiazin-5-yl)methyl)benzonitrile FC1=C(CNC2=NS(C3=C(N2)C(=CC=C3)CC=3C=C(C#N)C=CC3)(=O)=O)C=CC=C1